ethyl (2-amino-4-bromo-3-fluorophenyl)(methyl)carbamate NC1=C(C=CC(=C1F)Br)N(C(OCC)=O)C